CC=1C(C(=CC(C1)=O)C)=O 2,6-dimethyl-1,4-benzoquinone